tridecafluoro-1-n-octanol FC(C(C(C(C(C(C(O)(F)F)(F)F)(F)F)(F)F)(F)F)(F)F)C